trimethyl-2,3-dioleyloxypropyl-ammonium bromide [Br-].C[N+](CC(COCCCCCCCC\C=C/CCCCCCCC)OCCCCCCCC\C=C/CCCCCCCC)(C)C